(1s,3r)-3-aminocyclohexanol HCl Cl.N[C@H]1C[C@H](CCC1)O